COC(=O)C=1C=NC(=CC1)C1=CC(=C(C=C1)N(CCN)C(C)=O)C 6-[4-[acetyl-(2-aminoethyl)amino]-3-methyl-phenyl]pyridine-3-carboxylic acid methyl ester